C(C)(=O)OC[C@@H](O)COP(=O)([O-])OCC[N+](C)(C)C 1-acetyl-sn-glycero-3-phosphocholine